5-bromo-7-chloro-1H-indazole-3-carboxylic acid BrC=1C=C2C(=NNC2=C(C1)Cl)C(=O)O